((((4aR,10aR)-6-hydroxy-1-propyl-1,2,3,4,4a,5,10,10a-octahydrobenzo[g]quinolin-7-yl)oxy)carbonyl)glycine OC1=C(C=CC2=C1C[C@H]1CCCN([C@@H]1C2)CCC)OC(=O)NCC(=O)O